ethyl 2-cyano-3-(3-methoxy-2-nitrophenyl)acrylate C(#N)C(C(=O)OCC)=CC1=C(C(=CC=C1)OC)[N+](=O)[O-]